(+)-(S)-ethyl 2-(4-acetamido-2-((7-(2-((1,1-dimethylethylsulfinamido)methyl)-3-fluoropyridin-4-yl)benzofuran-5-yl)methoxy)phenyl)acetate C(C)(=O)NC1=CC(=C(C=C1)CC(=O)OCC)OCC=1C=C(C2=C(C=CO2)C1)C1=C(C(=NC=C1)CN[S@@](=O)C(C)(C)C)F